4-(5-(2-chlorophenyl)-1-methyl-2-oxo-1,2-dihydropyridin-4-yl)-2-(2,6-dimethylpyridin-4-yl)-6-methyl-1-tosyl-1,6-dihydro-7H-pyrrolo[2,3-c]pyridin-7-one ClC1=C(C=CC=C1)C=1C(=CC(N(C1)C)=O)C=1C2=C(C(N(C1)C)=O)N(C(=C2)C2=CC(=NC(=C2)C)C)S(=O)(=O)C2=CC=C(C)C=C2